3,4,5-trimethyl-4,5-dihydro-3H-[1,2,3]triazolo[4,5-c][1,7]naphthyridin-6-amine CN1N=NC2=C1C(N(C1=C(N=CC=C21)N)C)C